B([O-])([O-])[O-].B(O)(O)O.B(O)(O)O.B([O-])([O-])[O-].[Al+3].[Y+3] Yttrium aluminum tetraborate